tert-Butyl (S)-(1-((2,3-dimethylphenyl)amino)hexan-2-yl)carbamate CC1=C(C=CC=C1C)NC[C@H](CCCC)NC(OC(C)(C)C)=O